FC(C(=O)N1CCN(CC1)CCO)(F)F 2,2,2-trifluoro-1-(4-(2-hydroxyethyl)piperazin-1-yl)ethan-1-one